ClC1=C2CN(CC2=C(C=C1)NC)C(=O)C1=C(C(=C(C=C1O)O)C)C (4-Chloro-7-(methylamino)isoindolin-2-yl)(4,6-dihydroxy-2,3-dimethylphenyl)-methanone